O1[C@H](COCC1)CN1N=C2C3=C(C[C@@H](C2=C1)C)OC(=C3C(F)(F)F)C(=O)NCC3=NC(=CC=C3)C (4S)-2-{[(2S)-1,4-dioxan-2-yl]methyl}-4-methyl-N-[(6-methylpyridin-2-yl)methyl]-8-(trifluoromethyl)-4,5-dihydro-2H-furo[2,3-g]indazole-7-carboxamide